P(=O)(O)(O)O.C(C(=C)C)(=O)OCC=C allyl methacrylate phosphate